CC1=NOC(=C1C=1C=CC(=C(C1)N(C1=CC=C(C=C1)C1(CC1)C#N)CCC(CCNC=1C=C2OC(OC2=CC1F)C1ONOCC1)C)C)C (4-((5-(3,5-dimethylisoxazol-4-yl)-2-methylphenyl)(5-((2-(2,6-dioxapiperidin-3-yl)-6-fluoro-1,3-dioxaindolin-5-yl)amino)-3-methylpentyl)amino)phenyl)cyclopropane-1-carbonitrile